1-(2-bromo-5-isopropoxy-4-methoxyphenyl)ethan-1-one BrC1=C(C=C(C(=C1)OC)OC(C)C)C(C)=O